C[C@@H]1NC[C@H](NC1)C (2S,5R)-2,5-dimethylpiperazine